1-(6-iodo-8-(4-(trifluoromethoxy)phenyl)quinoxalin-5-yl)ethane-1,2-diol IC=1C(=C2N=CC=NC2=C(C1)C1=CC=C(C=C1)OC(F)(F)F)C(CO)O